(4S)-3'-[2,6-Difluoro-4-[2-(3-pyridyl)ethynyl]phenyl]-1'-methyl-spiro[chromane-4,6'-hexahydropyrimidine]-2',4'-dione FC1=C(C(=CC(=C1)C#CC=1C=NC=CC1)F)N1C(N([C@]2(CC1=O)CCOC1=CC=CC=C12)C)=O